BrC=1C(=C(C=CC1)NC=1C2=C(N=CN1)C=CC(=N2)N2CC(CC2)NC(C=C)=O)F N-(1-(4-((3-Bromo-2-fluorophenyl)amino)pyrido[3,2-d]pyrimidin-6-yl)pyrrolidin-3-yl)acrylamide